C(C)[Mn]C1C=CC=C1 ethylcyclopentadienylmanganese